CN1C2=C(C(CC1=O)C(=O)OC)SC(=C2)C=2C=C1CCCN3C1=C(C2)CCC3 Methyl 4-methyl-5-oxo-2-(2,3,6,7-tetrahydro-1H,5H-pyrido[3,2,1-ij]quinolin-9-yl)-4,5,6,7-tetrahydrothieno[3,2-b]pyridine-7-carboxylate